N-(4-methoxybenzyl)-N-methyl-3-(5-methyl-6,7-dihydro-5H-pyrrolo[1,2-a]imidazol-2-yl)-4-((5-(trifluoromethyl)pyridin-2-yl)amino)benzenesulfonamide COC1=CC=C(CN(S(=O)(=O)C2=CC(=C(C=C2)NC2=NC=C(C=C2)C(F)(F)F)C=2N=C3N(C2)C(CC3)C)C)C=C1